methyl 4,6,7-trifluoro-3-(2-oxoethyl)-1H-indole-2-carboxylate FC1=C2C(=C(NC2=C(C(=C1)F)F)C(=O)OC)CC=O